1,2-bis(2-methylphenyl)acetylene CC1=C(C=CC=C1)C#CC1=C(C=CC=C1)C